4-(2-{5-[4-(methylsulfonyl)phenyl]thiophen-2-yl}ethyl)-2,4-dihydro-3H-1,2,4-triazol-3-one CS(=O)(=O)C1=CC=C(C=C1)C1=CC=C(S1)CCN1C(NN=C1)=O